C(C)(C)(C)OC(=O)NC(CN(C(OC)=O)C1(CC1)C1=CC(=CC(=C1)Cl)Cl)(C)C methyl (2-((tert-butoxycarbonyl)amino)-2-methylpropyl)(1-(3,5-dichlorophenyl)cyclopropyl)carbamate